2,2,5-trimethyl-6-(2-phenylbut-3-yn-1-yl)-4H-1,3-dioxin-4-one CC1(OC(=C(C(O1)=O)C)CC(C#C)C1=CC=CC=C1)C